3,4-difluoro-2-((2-fluoro-4-methylphenyl)amino)-5-formylbenzoic acid FC=1C(=C(C(=O)O)C=C(C1F)C=O)NC1=C(C=C(C=C1)C)F